3-(5-(difluoromethyl)-1,3,4-thiadiazol-2-yl)-8-(4-(N,S-dimethylsulfonimidoyl)piperidin-1-yl)-N-(1-methylcyclopropyl)imidazo[1,2-a]pyridine-6-sulfonamide FC(C1=NN=C(S1)C1=CN=C2N1C=C(C=C2N2CCC(CC2)S(=O)(=NC)C)S(=O)(=O)NC2(CC2)C)F